2-(4,5-Dichloro-6-oxopyridazin-1(6H)-yl)-N-(2,4-dimethyl-3-(N-(2-(pyridin-2-yl)ethyl)sulfamoyl)phenyl)acetamide ClC=1C=NN(C(C1Cl)=O)CC(=O)NC1=C(C(=C(C=C1)C)S(NCCC1=NC=CC=C1)(=O)=O)C